ClC1=NC=C(C(=N1)NC=1C=CC(=C2CNC(C12)=O)F)Cl 7-((2,5-Dichloropyrimidin-4-yl)amino)-4-fluoroisoindolin-1-one